(S)-N-(4-(N-tert-butylsulfamoyl)phenyl)pyrrolidine-2-carboxamide hydrochloride Cl.C(C)(C)(C)NS(=O)(=O)C1=CC=C(C=C1)NC(=O)[C@H]1NCCC1